CS(=O)(=O)NC=1C=C(C=C(C1)NS(=O)(=O)C)B(O)O 3,5-bis((methylsulfonyl)amino)phenylboronic acid